C(#N)C1=C(C=CC=C1)C=1C(=CC=CC1)C(=O)O 2'-cyanobiphenyl-2-carboxylic acid